C(C)(=O)[C@@]1([C@@H](O[C@@H]([C@H]1O)CO)N1C(=O)NC(=O)C=C1)O 2'-acetyluridine